C(CCC)C1=C(CC(C(C1)C(=O)O)C(=O)O)CCCC di-n-butyl-4-cyclohexene-1,2-dicarboxylic acid